C(C)(C)C1=C(C(=CC=C1)C(C)C)N1C(N(CC1)C1=C(C=CC=C1C(C)C)C(C)C)=[Ru-4](=CC1=C(C=CC(=C1)[N+](=O)[O-])OC(C)C)(I)I [1,3-bis(2,6-diisopropylphenyl)imidazolidin-2-ylidene](2-isopropoxy-5-nitrobenzylidene)ruthenium (II) diiodide